1-[2-(1-benzofuran-7-yl)-3-(pyridin-4-yl)-6,7-dihydropyrazolo[1,5-a]pyrazin-5(4H)-yl]prop-2-en-1-one O1C=CC2=C1C(=CC=C2)C2=NN1C(CN(CC1)C(C=C)=O)=C2C2=CC=NC=C2